[Si](C1=CC=CC=C1)(C1=CC=CC=C1)(C(C)(C)C)OCC1CC(C1)N1C(C[C@@H](C1)C1=C(C(=CC=C1OCOCC[Si](C)(C)C)Cl)Cl)=S |r| rac-1-((1s,3s)-3-(((tert-butyldiphenylsilyl)oxy)methyl)cyclobutyl)-4-(2,3-dichloro-6-((2-(trimethylsilyl)ethoxy)methoxy)phenyl)pyrrolidine-2-thione